The molecule is a tripyrrole that is an oxidized metabolite of bilirubin, in which methyl groups are present at positions 3, 7 and 13 with a vinyl group at position 2. It derives from a hydride of a tripyrrin. CC1=C(C(=CC2=C(C(=C(N2)O)C)CCC(=O)O)NC1=CC3=NC(=O)C(=C3C)C=C)CCC(=O)O